C(=C)I cis-vinyl iodide